C1(CC(CC=CCCCCCC)O1)=O γ-dodec-5-enolactone